C(#N)C1=CC=C(COC2=CC=CC(=N2)N2C[C@@H](N(CC2)CC2=NC3=C(N2C[C@H]2OCC2)C=C(C=C3)C(=O)O)C)C=C1 2-{[(2S)-4-{6-[(4-cyanobenzyl)oxy]pyridin-2-yl}-2-methylpiperazin-1-yl]methyl}-1-[(2S)-oxetan-2-ylmethyl]-1H-benzimidazole-6-carboxylic acid